FN1C(C(=CC1=O)C1=CC=CC=C1)=O N-fluorophenyl-maleimide